C(#N)C[C@@H]1N(CCN(C1)C1=NC(=NC=2C[C@@]3(CN(C4=CC=CC=C4C3)C)CCC12)SC)C(=O)OC(C)(C)C tert-butyl (S)-2-(cyanomethyl)-4-((R)-1'-methyl-2-(methylthio)-1',4',5,8-tetrahydro-2'H,6H-spiro[quinazoline-7,3'-quinolin]-4-yl)piperazine-1-carboxylate